2-propenoic acid 9,9-diethoxy-4-oxo-3,10-dioxa-5-aza-9-siladodec-1-yl ester C(C)O[Si](CCCNC(OCCOC(C=C)=O)=O)(OCC)OCC